C(C1=CC=CC=C1)N1CCC(=CC1)CNC(OC(C)(C)C)=O tert-butyl ((1-benzyl-1,2,3,6-tetrahydropyridin-4-yl)methyl)carbamate